2,2-bis(2-tetrahydrofuryl)-propane O1C(CCC1)C(C)(C)C1OCCC1